O[C@H]1CC[C@H]2[C@@H]1N(CC2)C(=O)OC(C)(C)C |r| Racemic-tert-butyl (3aR*,6S*,6aS*)-6-hydroxyhexahydrocyclopenta[b]pyrrole-1(2H)-carboxylate